3-methyl-5-(8-(pyrrolidin-1-ylmethyl)isochroman-6-yl)-1H-pyrrolo[2,3-b]pyridine CC1=CNC2=NC=C(C=C21)C=2C=C1CCOCC1=C(C2)CN2CCCC2